OC(=O)C(F)(F)F.NCCC(=O)O β-alanine TFA salt